(2S,3R,5R)-benzhydryl 3-(5-(2-((2-chloro-3,4-bis((4-methoxybenzyl)oxy)benzoyl)oxy)ethyl)isoxazol-3-yl)-3-methyl-7-oxo-4-thia-1-azabicyclo[3.2.0]heptane-2-carboxylate 4,4-dioxide ClC1=C(C(=O)OCCC2=CC(=NO2)[C@]2([C@@H](N3C(C[C@H]3S2(=O)=O)=O)C(=O)OC(C2=CC=CC=C2)C2=CC=CC=C2)C)C=CC(=C1OCC1=CC=C(C=C1)OC)OCC1=CC=C(C=C1)OC